p-phenylene-diamine sulfate S(=O)(=O)(O)O.C1(=CC=C(C=C1)N)N